CC=1N=C(C2=C(N1)OC=C2C(=O)NC2=NC(=NO2)C)NC2(CC2)C methyl-N-(3-methyl-1,2,4-oxadiazol-5-yl)-4-[(1-methylcyclopropyl)amino]furo[2,3-d]pyrimidine-5-carboxamide